2'-Chloro-N-(5-(5-cyano-6-methyl-picolinoyl)-5,6-dihydro-4H-pyrrolo[3,4-d]thiazol-2-yl)-5'-methoxy-6-methyl-[4,4'-bipyridine]-3-carboxamide ClC1=NC=C(C(=C1)C1=C(C=NC(=C1)C)C(=O)NC=1SC2=C(N1)CN(C2)C(C2=NC(=C(C=C2)C#N)C)=O)OC